CC(C(=O)OC=1C=C(C=CC1)C=1C(OC2=CC=C(C=C2C1C)OC(C(C)(C)C)=O)C1=CC=C(C=C1)\C=C/CN1C[C@@H](CC1)C)(C)C 2,2-Dimethylpropionic acid 3-[3-(2,2-dimethylpropionyloxy)phenyl]-4-methyl-2-{4-[(Z)-3-((R)-3-methylpyrrolidin-1-yl)propenyl]phenyl}-2H-chromen-6-yl ester